CN(C(=O)C1CCN(CC1)C1=C(CN2CCCC23CCN(CC3)C(=O)OC(C(F)(F)F)C(F)(F)F)C=CC(=C1)C(F)(F)F)C 1,1,1,3,3,3-Hexafluoropropan-2-yl 1-(2-(4-(dimethylcarbamoyl) piperidin-1-yl)-4-(trifluoromethyl) benzyl)-1,8-diazaspiro[4.5]decane-8-carboxylate